C(CCCCC)C1CCCCC(=O)O1 6-hexyl-ε-caprolactone